C(C)(C)(C)N1CC(C1)NC(=O)C=1C=C(C(=NC1)C)NC(=O)C=1C=NN2C1SC(=C2)C2=C1C=NN(C1=CC=C2)C N-(5-((1-(tert-butyl)azetidin-3-yl)carbamoyl)-2-methylpyridin-3-yl)-2-(1-methyl-1H-indazol-4-yl)pyrazolo[5,1-b]Thiazole-7-carboxamide